C(CCCCCCCCCC)C=1C(=C(C=CC1)S(=O)(=O)O)CCCCCCCCCCC di-undecyl-benzenesulfonic acid